FC(C(C(F)(F)F)OC(=O)N1CCN(CC1)CC1=C(C=C(C=C1)C(F)(F)F)N(CC1=CC=C(C=C1)OC)CCCC(=O)OCC)(F)F 4-(2-((4-ethoxy-4-oxobutyl)(4-methoxybenzyl)amino)-4-(trifluoromethyl)benzyl)piperazine-1-carboxylic acid 1,1,1,3,3,3-hexafluoropropan-2-yl ester